tert-butyl (E)-4-[4-[tert-butoxycarbonyl(methyl)amino]-6-methoxy-3-pyridyl]but-3-enoate C(C)(C)(C)OC(=O)N(C1=C(C=NC(=C1)OC)/C=C/CC(=O)OC(C)(C)C)C